N[C@@H]1[C@@H](OCC12CCN(CC2)C=2C(=NC(=C(N2)C)C2=C(C(=CC=C2)Cl)Cl)CO)C {3-[(3S,4S)-4-amino-3-methyl-2-oxa-8-azaspiro[4.5]Decan-8-yl]-6-(2,3-dichlorophenyl)-5-methylpyrazin-2-yl}methanol